C12(CCC(CC1)N2)C#CC2=C(C=C1C(=NC=NC1=C2)NC2=CC(=C(C=C2)OCC2=NC=CC=C2)Cl)[N+](=O)[O-] 7-(7-azabicyclo[2.2.1]heptane-1-ylethynyl)-N-(3-chloro-4-(pyridin-2-ylmethoxy)phenyl)-6-nitroquinazolin-4-amine